C9-undecenol C(CCCCCCCC=CC)O